ethyl-cis-4-[2-[3-[1,3-benzodioxol-5-yl(methyl)carbamoyl]phenyl]-5-(trifluoromethyl)pyrazol-3-yl]oxycyclohexanecarboxylate C(C)OC(=O)[C@@H]1CC[C@@H](CC1)OC=1N(N=C(C1)C(F)(F)F)C1=CC(=CC=C1)C(N(C)C1=CC2=C(OCO2)C=C1)=O